2-(4-(1-(methylamino)ethyl)phenyl)-4-(morpholinomethyl)quinoline CNC(C)C1=CC=C(C=C1)C1=NC2=CC=CC=C2C(=C1)CN1CCOCC1